4'-bromo-4-chloro-1,1':3',1''-terphenyl BrC1=C(C=C(C=C1)C1=CC=C(C=C1)Cl)C1=CC=CC=C1